perfluorobutyl-4-(2-pyridyl)tetralone FC1(C(C2=C(C(=C(C(=C2C(C1(F)F)(C1=NC(=C(C(=C1F)F)F)F)F)F)F)F)F)=O)C(C(C(C(F)(F)F)(F)F)(F)F)(F)F